OC=1C(=NC=CN1)NC=1NC=2N(C(C1C1=CC=C(C=C1)OC)=O)N=C(C2C2=CC=CC=C2)C2=CC=CC=C2 5-((3-Hydroxypyrazin-2-yl)amino)-6-(4-methoxyphenyl)-2,3-diphenylpyrazolo[1,5-a]pyrimidin-7(4H)-one